C1(=CC(=CC=C1)NC1=C(C=NC=C1)S(N)(=O)=O)C 4-(m-tolylamino)-3-sulfamoylpyridine